6-chloro-3-(1H-imidazol-1-yl)-5-methoxy-1-methyl-2-(5-(trifluoromethyl)-4H-1,2,4-triazol-3-yl)-1H-pyrrolo[3,2-b]pyridine ClC=1C=C2C(=NC1OC)C(=C(N2C)C2=NN=C(N2)C(F)(F)F)N2C=NC=C2